FC=1C=CC(=C2CC[C@@H](C12)O)[Si](C)(C)C (S)-7-fluoro-4-trimethylsilyl-indan-1-ol